N1=NN(C2=NC=CC=C21)OC=2N=C(C(=NC2Cl)C(=O)NCC2=C(C=CC=C2)OC)N ((3H-[1,2,3]triazolo[4,5-b]pyridin-3-yl)oxy)-3-amino-6-chloro-N-(2-methoxybenzyl)pyrazine-2-carboxamide